COC(=O)C=1C=C2NC(C(=NC2=CC1OC(F)F)C)=O 7-(Difluoromethoxy)-2-methyl-3-oxo-3,4-dihydroquinoxaline-6-carboxylic acid methyl ester